CC=1NCC2=C(N1)CCSC2 2-methyl-3,5,7,8-tetrahydro-4H-thiopyrano[4,3-d]pyrimidin